N-(3-(methyl(8-((3-methyl-4-((1-methyl-1H-benzo[d][1,2,3]triazol-5-yl)oxy)phenyl)amino)pyrimido[5,4-d]pyrimidin-2-yl)amino)cyclobutyl)acrylamide CN(C1CC(C1)NC(C=C)=O)C=1N=CC2=C(N1)C(=NC=N2)NC2=CC(=C(C=C2)OC2=CC1=C(N(N=N1)C)C=C2)C